tert-butyl (S)-3-(((3-(2,6-bis(benzyloxy)pyridin-3-yl)-1-methyl-1H-indazol-6-yl)amino)methyl)piperidine-1-carboxylate C(C1=CC=CC=C1)OC1=NC(=CC=C1C1=NN(C2=CC(=CC=C12)NC[C@H]1CN(CCC1)C(=O)OC(C)(C)C)C)OCC1=CC=CC=C1